6-((6-chloro-2-methyl-2H-indazol-5-yl)imino)-3-((1-methyl-1H-1,2,4-triazol-3-yl)methyl)-1-(2,4,5-trifluorobenzyl)-1,3,5-triazinE-2,4-dione ClC=1C(=CC2=CN(N=C2C1)C)N=C1NC(N(C(N1CC1=C(C=C(C(=C1)F)F)F)=O)CC1=NN(C=N1)C)=O